Ethyl 3-(3-(2-(2-fluoro-5-((6-fluoro-4-(methylthio)-1-tosyl-1H-indol-5-yl)oxy)phenyl)thiazole-4-carbonyl)phenyl)propanoate FC1=C(C=C(C=C1)OC=1C(=C2C=CN(C2=CC1F)S(=O)(=O)C1=CC=C(C)C=C1)SC)C=1SC=C(N1)C(=O)C=1C=C(C=CC1)CCC(=O)OCC